ICC(=O)NC=1C=C2C(=C(NC2=CC1)C1=CC=CC=C1)C(C[N+](=O)[O-])C1=CC=CC=C1 2-iodo-N-(3-(2-nitro-1-phenylethyl)-2-phenyl-1H-indol-5-yl)acetamide